NC1=C2C(=NC=N1)N(N=C2C#CC=2C=CC1=C(N=CS1)C2)[C@H]2C[C@@H](N(C2)C(C=C)=O)COC 1-((2R,4S)-4-(4-amino-3-(benzo[d]thiazol-5-ylethynyl)-1H-pyrazolo[3,4-d]pyrimidin-1-yl)-2-(methoxymethyl)pyrrolidin-1-yl)prop-2-en-1-one